CCCCCCCCCCCCCCCCC(C(=O)N[C@@H](CO[C@H]1[C@@H]([C@H]([C@@H]([C@H](O1)CO)O)O)O)[C@@H]([C@@H](CCCCCCCCCCC(C)C)O)O)O The molecule is an N-acyl-1-O-beta-D-glucosyl-4-hydroxy-15-methylhexadecasphinganine in which the acyl group has 18 carbons and 0 double bonds and is 2-hydroxylated. It derives from a 15-methylhexadecaphytosphingosine.